6,7-dichloro-N-[2-hydroxy-1-(hydroxymethyl)ethyl]-3-(1-tetrahydropyran-2-ylpyrazol-4-yl)-1H-indole-2-carboxamide ClC1=CC=C2C(=C(NC2=C1Cl)C(=O)NC(CO)CO)C=1C=NN(C1)C1OCCCC1